(S)-N-(5-ethynyl-2-fluoropyridin-3-yl)-6-(pyrrolidin-3-yl)quinazolin-4-amine C(#C)C=1C=C(C(=NC1)F)NC1=NC=NC2=CC=C(C=C12)[C@H]1CNCC1